CC([C@@H](C(N[C@H](C(N[C@H](C=C=O)C[C@H]1C(NCC1)=C=O)=C=O)CC1=CC=CC=C1)=C=O)NC(=O)C=1NC2=CC=CC=C2C1)(C)C N-{(S)-3,3-dimethyl-1-carbonyl-1-{{(S)-1-carbonyl-1-{{(S)-1-carbonyl-3-[(S)-2-carbonylpyrrolidin-3-yl]propan-2-yl}amino}-3-phenylpropan-2-yl}amino}butan-2-yl}indole-2-carboxamide